NC1=CC=C(C=N1)C1=CC2=C(N(C=N2)C2=CC(=C(C(=O)NCC(F)(F)F)C(=C2)OC)OC)C=C1 4-[5-(6-amino-3-pyridyl)benzimidazol-1-yl]-2,6-dimethoxy-N-(2,2,2-trifluoroethyl)benzamide